1-(2-bromo-6-methoxyphenyl)-2,2-dihydroxyethan-1-one BrC1=C(C(=CC=C1)OC)C(C(O)O)=O